4,6-dimethyl-benzyne CC1=CC#CC(=C1)C